Tert-Butylsulfonic acid C(C)(C)(C)S(=O)(=O)O